FC(C(=O)O)(F)F.N[C@@]1(CN(C[C@H]1CCCB(O)O)S(NC1=NC=CC=C1)(=O)=O)C(=O)O |r| (rac)-trans-3-amino-4-(3-boronopropyl)-1-(N-(pyridin-2-yl)sulfamoyl)pyrrolidine-3-carboxylic acid compound with 2,2,2-trifluoroacetic acid